FC=1C(=C2C(=NNC2=CC1)I)OC 5-fluoro-3-iodo-4-methoxy-1H-indazole